ClC=1C=C2C(=CC1Cl)NC([C@]21CN(CC1)C(=O)[C@H]1C[C@H](CC1)CO)=O |o1:17,19| (3S)-5,6-dichloro-1'-[(1R,3S)-rel-3-(hydroxymethyl)cyclopentanecarbonyl]-1H-spiro[indole-3,3'-pyrrolidin]-2-one